5-(3-amino-4-hydroxyphenyl)-4-((tert-butoxycarbonyl)amino)-2-methylpentanoic acid butyl ester C(CCC)OC(C(CC(CC1=CC(=C(C=C1)O)N)NC(=O)OC(C)(C)C)C)=O